C1(CC1)C=1SC2=C(N1)NC(=C2)C(=O)N[C@@H]2[C@H]([C@H]1C([C@@H](C2)C1)(C)C)C 2-cyclopropyl-N-((1S,2S,3S,5R)-2,6,6-trimethylbicyclo[3.1.1]heptan-3-yl)-4H-pyrrolo[2,3-d]thiazole-5-carboxamide